FC1(CCN(CCC1)C1=NC(=NC(=C1C(=O)NC1=CC(=CC=C1)[S@](=O)(=N)C)C)C(F)(F)F)F (S)-4-(4,4-difluoroazepan-1-yl)-6-methyl-N-(3-(S-methylsulfonimidoyl)phenyl)-2-(trifluoromethyl)pyrimidine-5-carboxamide